C1=CC=CC=2C3=CC=CC=C3C(C12)COC(=O)N[C@@H](CCCC(N)C(=O)OC(C)(C)C)C(=O)O |r| (9-fluorenylmethoxycarbonyl)-ε-(t-butoxycarbonyl)-DL-lysine